ClC1=CC=C(C(=N1)C(=O)O)N[C@H](C)C=1C=C(C=C2C(C(=C(OC12)C=1C=NN(C1)C)C)=O)C(F)(F)F 6-Chloro-3-[[(1R)-1-[3-methyl-2-(1-methyl-pyrazol-4-yl)-4-oxo-6-(trifluoromethyl)chromen-8-yl]ethyl]amino]pyridine-2-carboxylic acid